NC(C1=CC=C2C=C(N(C2=C1)CC1=CC=C(C=C1)C(N)=O)C(NC1=CC(=CC=C1)N1CCCC1)=O)=NOC([C@H](C)NC(OC(C)(C)C)=O)=O (S)-tert-butyl (1-(((amino(1-(4-carbamoylbenzyl)-2-((3-(pyrrolidin-1-yl)phenyl)carbamoyl)-1H-indol-6-yl)methylene)amino)oxy)-1-oxopropan-2-yl)carbamate